1-((6-(((1s,4s)-4-ethylcyclohexyl)oxy)naphthalen-2-yl)methyl)piperidine-4-carboxylic acid C(C)C1CCC(CC1)OC=1C=C2C=CC(=CC2=CC1)CN1CCC(CC1)C(=O)O